9-octadecenoic acid mono-tertiary butyl ester C(C)(C)(C)OC(CCCCCCCC=CCCCCCCCC)=O